[O-]S(=O)(=O)C(F)(F)F.C1(=C(C(=CC(=C1)C)C)[I+]C1=CC(=CC=C1)C(F)(F)F)C mesityl(3-trifluoromethylphenyl)iodonium triflate